FC1=C2C3=C(NC2=CC=C1)C(=NC(=C3)C(=O)OC)C3=CC=C(C=C3)N(S(=O)(=O)C3=CC=CC=C3)C methyl 5-fluoro-1-(4-(N-methylphenylsulfonamido)phenyl)-9H-pyrido[3,4-b]indole-3-carboxylate